C(C)(C)C1=C(N=NC=C1)O[C@@H]1C[C@@H](OC1)C1=NNC(=C1)NC=1C=2N(C=CN1)N=C(C2)COC |o1:10,12| rel-N-(3-((2R,4R)-4-((4-isopropylpyridazin-3-yl)oxy)tetrahydrofuran-2-yl)-1H-pyrazol-5-yl)-2-(methoxymethyl)pyrazolo[1,5-a]pyrazin-4-amine